ClC1=CC=C(OCC(CS(=O)(=O)C2=CC=CC=C2)N2CCC(CC2)C2=CC=CC=C2)C=C1 1-(1-(4-Chlorophenoxy)-3-(phenylsulfonyl)propan-2-yl)-4-phenylpiperidine